4-iodo-5-isobutyl-1H-pyrazole IC=1C=NNC1CC(C)C